O1COCC(C1)CCO 1,3-dioxane-5-ethanol